tert-butyl (3-ethyl-3-hydroxycyclobutyl)carbamate C(C)C1(CC(C1)NC(OC(C)(C)C)=O)O